C(=O)(O)CCOCCC(CON1CCCCC1)CC=O N-(2-(2-(2-carboxyethoxy)ethyl)-4-oxobutan-1-oxy)piperidin